C(CCCCCCC)C(CCCC(=O)O)CCCCCCC 5-octyldodecanoic acid